C(CCCCCCC)OC1=CC=C(C=CC(=O)Cl)C=C1 4-octyloxycinnamic acid chloride